ClC=1C=CC=C2C=CC=C(C12)C1=C2C(=C3C(=NC(=NC3=C1)OC[C@H]1N(CCC1)C)N1C[C@@H](N(CC1)C(C(=C)F)=O)CC#N)OCCC2 2-((S)-4-(5-(8-chloronaphthalen-1-yl)-8-(((S)-1-methylpyrrolidin-2-yl)methoxy)-3,4-dihydro-2H-pyrano[2,3-f]quinazolin-10-yl)-1-(2-fluoroacryloyl)piperazin-2-yl)acetonitrile